4-(dioctylamino)butyl octyl phosphate P(=O)(OCCCCN(CCCCCCCC)CCCCCCCC)(OCCCCCCCC)[O-]